COC(/C(=C/C(C)C)/OC1=CC=C(C=C1)Cl)=O.NC1=C(C=C(C=C1)CC1=CC(=C(C=C1)N)CC)CC bis(4-amino-3-ethyl-phenyl)methane methyl-(Z)-2-(4-chlorophenoxy)-4-methylpent-2-enoate